C[Si](C)(C)C#CC1=CC=C(C=C1)C#C[Si](C)(C)C 1,4-bis(trimethylsilyl-ethynyl)benzene